C(C)(C)(C)C1=NN=C(O1)C(=O)NC1CN(CCC2=C1C=CC(=C2)C2=NC(=NC=C2)NC=2C=NN(C2)C)C 5-(tert-butyl)-N-(3-methyl-7-(2-((1-methyl-1H-pyrazol-4-yl)amino)pyrimidin-4-yl)-2,3,4,5-tetrahydro-1H-benzo[d]azepin-1-yl)-1,3,4-oxadiazole-2-carboxamide